3-aminopropyl(ethoxydimethylsilane) NCCC[Si](C)(C)OCC